(p-methoxyphenyl)-4,5-diphenylimidazole COC1=CC=C(C=C1)C=1NC(=C(N1)C1=CC=CC=C1)C1=CC=CC=C1